BrC=1C=C2C=CN(C(C2=CC1F)=O)CC(C[C@H](C)NC=1C=NN(C(C1C(F)(F)F)=O)CC1=CC=C(C=C1)OC)(F)F 6-bromo-2-[(4S)-2,2-difluoro-4-[[1-[(4-methoxyphenyl)methyl]-6-oxo-5-(trifluoromethyl)pyridazin-4-yl]amino]pentyl]-7-fluoro-isoquinolin-1-one